BrC=1C=C2C(=C(C=NC2=C(C1)F)C(C)(C)O)Cl 2-(6-bromo-4-chloro-8-fluoroquinolin-3-yl)propan-2-ol